C(C)(C)(C)OC(=O)N1C(CCCC1)C#CC1=CC2=C(N(C(N2C)=O)C2C(NC(CC2)=O)=O)C=C1 {2-[1-(2,6-Dioxopiperidin-3-yl)-3-methyl-2-oxo-1,3-benzodiazol-5-yl]ethynyl}piperidine-1-carboxylic acid tert-butyl ester